C(C)(C)(C)OC(=O)N1CCN(CC1)C1=CC=C(C=C1)CN1CC(CCC1)OC1=C(N=NC(=C1)C1=C(C=CC=C1)O)N.CC=1N=C(NC1)OCCN1CCOCC1 4-(2-((4-methyl-1H-imidazol-2-yl)oxy)ethyl)morpholine tert-butyl-4-(4-((3-((3-amino-6-(2-hydroxyphenyl)pyridazin-4-yl)oxy)piperidin-1-yl)methyl)phenyl)piperazine-1-carboxylate